The molecule is a doubly-charged ammonium ion arising from protonation of the primary and secondary amino groups of N(1)-acetylspermidine; major species at pH 7.3. It has a role as a human metabolite and a Saccharomyces cerevisiae metabolite. It is an ammonium ion derivative and an organic cation. It is a conjugate acid of a N(1)-acetylspermidine. CC(=O)NCCC[NH2+]CCCC[NH3+]